C(C1=CC=CC=C1)OC=1C=C2C(=NN(C2=CC1)C1OCCCC1)C1=CN(C=C1)CCO[Si](C)(C)C(C)(C)C 5-(benzyloxy)-3-(1-{2-[(tert-butyldimethylsilyl)oxy]ethyl}-1H-pyrrol-3-yl)-1-(oxan-2-yl)-1H-indazole